N-(1,1'-biphenyl-2-yl)-N-(3,3'',5,5''-tetra-1-butyl-1,1':3',1''-terphenyl-5'-yl)-9,9-dimethyl-9H-fluoren-2-amine C1(=C(C=CC=C1)N(C1=CC=2C(C3=CC=CC=C3C2C=C1)(C)C)C=1C=C(C=C(C1)C1=CC(=CC(=C1)CCCC)CCCC)C1=CC(=CC(=C1)CCCC)CCCC)C1=CC=CC=C1